NC1=C(OC2=C1C=CC=C2)C2=NC1=C(C=CC(=C1C(=C2)C(=O)O)C)C 2-(3-amino-1-benzofuran-2-yl)-5,8-dimethylquinoline-4-carboxylic acid